6-CHLOROQUINOLIN-2(1H)-ONE ClC=1C=C2C=CC(NC2=CC1)=O